N-(2-methacrylamidoethyl)vinylurea C(C(=C)C)(=O)NCCC=CNC(=O)N